N-((5-(2-((5-chlorobenzo[d]oxazol-2-yl)thio)acetyl)thiophen-2-yl)methyl)-2-hydroxyacetamide ClC=1C=CC2=C(N=C(O2)SCC(=O)C2=CC=C(S2)CNC(CO)=O)C1